4-(2-chloro-7-(1-methyl-1H-pyrazol-5-yl)thieno[3,2-d]Pyrimidin-4-yl)-3-methylmorpholine ClC=1N=C(C2=C(N1)C(=CS2)C2=CC=NN2C)N2C(COCC2)C